CC1(C=2C=NNC2C2=C(C1)OC(=C2C(F)(F)F)C(=O)OCC)C Ethyl 4,4-dimethyl-8-(trifluoromethyl)-4,5-dihydro-1H-furo[2,3-g]indazole-7-carboxylate